2-[(2S)-4-[7-(5,6-dimethyl-1H-indazol-4-yl)-2-[[(2S)-1-methylpyrrolidin-2-yl]methoxy]-6,8-dihydro-5H-pyrido[3,4-d]pyrimidin-4-yl]-1-prop-2-enoyl-piperazin-2-yl]acetonitrile CC=1C(=C2C=NNC2=CC1C)N1CC=2N=C(N=C(C2CC1)N1C[C@@H](N(CC1)C(C=C)=O)CC#N)OC[C@H]1N(CCC1)C